FC1=CC=C(C=N1)CN1N=CC2=NC=C(C=C21)C=2SC(=CC2)C(F)(F)F 1-((6-Fluoropyridin-3-yl)methyl)-6-(5-(trifluoromethyl)thiophen-2-yl)-1H-pyrazolo[4,3-b]pyridine